C(#N)C1=CC(=CC2=C1C=1N(CCO2)C=C(N1)N1C(OC[C@H]1C(F)F)=O)N[C@H](C(=O)N)C (S)-2-((11-Cyano-2-((S)-4-(difluoromethyl)-2-oxooxazolidin-3-yl)-5,6-dihydrobenzo[f]imidazo[1,2-d][1,4]oxazepin-9-yl)amino)propionamide